OC1=CC=C(C=C1)C(C=CC1=CC(=C(C=C1)SC1=CC=C(C=C1)C)[N+](=O)[O-])=O 1-(4-Hydroxyphenyl)-3-[4-(4-methylphenyl)sulfanyl-3-nitrophenyl]prop-2-en-1-one